4-chloro-N-(5-((4-fluorophenyl)ethynyl)-3-methylpyridin-2-yl)-1-(1-pivaloylpiperidin-4-yl)-1H-pyrazole-5-carboxamide ClC=1C=NN(C1C(=O)NC1=NC=C(C=C1C)C#CC1=CC=C(C=C1)F)C1CCN(CC1)C(C(C)(C)C)=O